(S)-N-(chroman-4-yl)-2-(4-ethylpiperazin-1-yl)-4-methylbenzo[d]-thiazole-6-carboxamide O1CC[C@@H](C2=CC=CC=C12)NC(=O)C1=CC2=C(N=C(S2)N2CCN(CC2)CC)C(=C1)C